N-(4-{4-[3-(2,5-difluorobenzenesulfonylamino)-2-fluorophenyl]-2-morpholin-3-yl-thiazol-5-yl}-pyrimidin-2-yl)-acrylamide trifluoroacetate FC(C(=O)O)(F)F.FC1=C(C=C(C=C1)F)S(=O)(=O)NC=1C(=C(C=CC1)C=1N=C(SC1C1=NC(=NC=C1)NC(C=C)=O)C1NCCOC1)F